N(C1=CC=CC=C1)C1=NC=C(C(=N1)OC=1C=2C=CNC2C=CC1)C(F)(F)F anilino-4-(1H-indole-4-oxy)-5-trifluoromethyl-pyrimidine